ammonium thioglycolate salt C(CS)(=O)[O-].[NH4+]